BrC1=CC(=CC(=N1)C(C#N)(C)C)OCOC 2-(6-bromo-4-(methoxymethoxy)pyridin-2-yl)-2-methylpropionitrile